ClC1=C(C=CC=C1C1=CC=C(C(=N1)OC)CN1CC(C1)(C(=O)O)C)C1=C(C(=CC=C1)NC=1C2=C(N=C(N1)C(F)(F)F)C=CC=N2)C 1-((6-(2-chloro-2'-methyl-3'-((2-(trifluoromethyl)pyrido[3,2-d]pyrimidin-4-yl)amino)-[1,1'-biphenyl]-3-yl)-2-methoxypyridin-3-yl)methyl)-3-methylazetidine-3-carboxylic acid